S(=O)(=O)([O-])C1=CC=C(C)C=C1.S(=O)(=O)([O-])OS(=O)(=O)[O-].[C@@H]1([C@H](O)[C@H](O)[C@@H](C[S+](CC[C@H](N)C(=O)O)C)O1)N1C=NC=2C(N)=NC=NC12.[C@@H]1([C@H](O)[C@H](O)[C@@H](C[S+](CC[C@H](N)C(=O)O)C)O1)N1C=NC=2C(N)=NC=NC12.[C@@H]1([C@H](O)[C@H](O)[C@@H](C[S+](CC[C@H](N)C(=O)O)C)O1)N1C=NC=2C(N)=NC=NC12 S-adenosylmethionine disulfate tosylate